COC1=CC=C(C=C1)CNS(=O)(=O)C1=CC=C(C=C1)NC(NCC=1C=NC=CC1)=O 3-(4-{[(4-methoxyphenyl)methyl]sulfamoyl}phenyl)-1-(pyridin-3-ylmethyl)urea